C1(=CC=CC=C1)C1(CCOCC1)CN (4-phenyltetrahydro-2H-pyran-4-yl)methanamine